NCC(O)C=1C=CC(=NC1)C1=C(C=C(C#N)C=C1)OC=1N(N=C(C1)C1CC1)C(C)(C)C 4-[5-(2-amino-1-hydroxyethyl)pyridin-2-yl]-3-(2-tert-butyl-5-cyclopropylpyrazol-3-yl)oxybenzonitrile